(S)-N-(3-(2-((1,5-dimethyl-1H-pyrazol-3-yl)amino)-5-methylpyrimidin-4-yl)-1H-indol-7-yl)-2-(3-((4-(ethylamino)-5-fluoropyrimidin-2-yl)oxy)pyrrolidin-1-yl)acetamide CN1N=C(C=C1C)NC1=NC=C(C(=N1)C1=CNC2=C(C=CC=C12)NC(CN1C[C@H](CC1)OC1=NC=C(C(=N1)NCC)F)=O)C